CC=1OC=C(N1)C(=O)OC1CN(C1)C=1N=C(C2=C(N1)CC[S+]2[O-])N(C2CCOCC2)C [1-[4-[methyl(tetrahydropyran-4-yl)amino]-5-oxido-6,7-dihydro-thieno[3,2-d]pyrimidin-5-ium-2-yl]azetidin-3-yl] 2-methyloxazole-4-carboxylate